CSC=1N=CC2=C(N1)C(=NC(=C2)C=O)N2CCCCC2 2-(methylthio)-8-(piperidin-1-yl)pyrido[3,4-d]pyrimidine-6-carbaldehyde